F[C@H]1[C@H](C2=C(C=CC(=C2C1)N1CCC2=CC=CC=C12)S(=O)(=O)C)O (1S,2R)-2-fluoro-4-(indolin-1-yl)-7-(methylsulfonyl)-2,3-dihydro-1H-inden-1-ol